tert-butyl (S)-2-(2-((1-(tert-butoxycarbonyl) piperidin-3-yl) amino)-5-(trifluoromethyl) pyrimidin-4-yl)-1H-indole-1-carboxylate C(C)(C)(C)OC(=O)N1C[C@H](CCC1)NC1=NC=C(C(=N1)C=1N(C2=CC=CC=C2C1)C(=O)OC(C)(C)C)C(F)(F)F